ClC=1C=C(C=CC1Cl)NC(=O)[C@@H]1[C@H]2C[C@@H]([C@@H]([C@@H]1C=1C=NC(=NC1)C(F)(F)F)O2)O (1R,2S,3S,4R,5S)-N-(3,4-dichlorophenyl)-5-hydroxy-3-(2-(trifluoromethyl)pyrimidine-5-yl)-7-oxabicyclo[2.2.1]Heptane-2-carboxamide